dihydropteroate C(C1=CC=C(NCC=2CNC=3N=C(N)NC(=O)C3N2)C=C1)(=O)[O-]